6,6,9-trimethyl-3-pentyl-2-(1H-tetrazol-5-yl)-6H-benzo[c]chromen-1-ol CC1(OC=2C=C(C(=C(C2C2=C1C=CC(=C2)C)O)C2=NN=NN2)CCCCC)C